NC(C(=O)O)CC1=CC(=CC=C1)O 2-amino-3-(3-hydroxyphenyl)propionic acid